C(O)([O-])=O.C(CCC)N1C(=[N+](C=C1)C)C 1-butyl-2,3-dimethylimidazolium hydrogen carbonate